O1CCC(=CC1)C1=NN2C(N(C(=C(C2=O)C2CCN(CC2)C(=O)OC(C)(C)C)C)CC(NC2=CC=C(C=C2)C(F)(F)F)=O)=N1 tert-butyl 4-(2-(3,6-dihydro-2H-pyran-4-yl)-5-methyl-7-oxo-4-(2-oxo-2-((4-(trifluoromethyl)phenyl)amino)ethyl)-4,7-dihydro-[1,2,4]triazolo[1,5-a]pyrimidin-6-yl)piperidine-1-carboxylate